deoxythymidine mono-phosphate P(=O)(O)(O)OC[C@@H]1[C@H](C[C@@H](O1)N1C(=O)NC(=O)C(C)=C1)O